SCC(CSCCSC(CC)S)SCCS 2-(3-mercapto-2-(2-mercaptoethylthio)-propylthio)ethylthio-propane-1-thiol